OCCNC(=O)C1=CN=C(N=N1)N[C@@H]1C[C@H](CC1)NC1=CC=C(C=N1)N1C(C=CC=C1)=O N-(2-Hydroxyethyl)-3-(((1S,3S)-3-((2-oxo-2H-[1,3'-bipyridin]-6'-yl)amino)cyclopentyl)amino)-1,2,4-triazine-6-carboxamide